C(C)(C)(C)OC(=O)N1C2C3=CC(=CC=C3C1CC2)Cl 4-chloro-11-azatricyclo[6.2.1.02,7]Undeca-2,4,6-triene-11-carboxylic acid tert-butyl ester